CC1=CC(=NC(=N1)N1CCN(CC1)C)N1CC2(C=3C=NC(=CC31)NC(C)=O)CC2 N-(1'-(6-methyl-2-(4-methylpiperazin-1-yl)pyrimidin-4-yl)-1',2'-dihydrospiro[cyclopropane-1,3'-pyrrolo[3,2-c]pyridin]-6'-yl)acetamide